CN1C=NC2=NC(=NC(=C12)NC1=NNC(=C1)C)NC1CC2CCC(C1)N2CCC#N 3-((3-exo)-3-((7-methyl-6-((5-methyl-1H-pyrazol-3-yl)amino)-7H-purin-2-yl)amino)-8-azabicyclo[3.2.1]octan-8-yl)propionitrile